C(CCCCCCCCCCC)N.P(=O)(OCCCC)(OCCCCCC(C)C)O butyl isooctyl phosphate dodecyl-amine salt